CN1N=CC=2C1=CN=C(C2)N 1-methylpyrazolo[5,4-c]pyridin-5-amine